BrC=1C=C2N(C(C=3N(C2=CC1C)C(=CN3)C)=O)C=3C(=NC=CC3)C 7-Bromo-1,8-dimethyl-5-(2-methylpyridin-3-yl)imidazo[1,2-a]Quinoxaline-4(5H)-on